C(C)(C)(C)OC(=O)N1CC(C2=C1C=NC=1N2N=C(C1)Br)(C(F)(F)F)C.C(=O)(OC(C)(C)C)C1=C(NC=C1)CCO Boc-2-(2-hydroxyethyl)pyrrole tert-butyl-2-bromo-8-methyl-8-(trifluoromethyl)-7,8-dihydro-6H-pyrazolo[1,5-a]pyrrolo[2,3-e]pyrimidine-6-carboxylate